CC(C[C@H]1[C@@H](C[C@H]2N(CCC3=CC(=C(C=C23)OC)OCC(=O)NC)C1)O)(C)C 2-{[(2R,3R,11bR)-3-(2,2-dimethylpropyl)-2-hydroxy-10-methoxy-1H,2H,3H,4H,6H,7H,11bH-pyrido[2,1-a]isoquinolin-9-yl]oxy}-N-methylacetamide